tert-Butyl 3-[4-(7-fluoro-1H-indazol-4-yl)-3-[(2-methylpropan-2-yl)oxycarbonylamino]-2-oxo-1H-1,7-phenanthroline-6-yl]pyrrolidine-1-carboxylate FC=1C=CC(=C2C=NNC12)C1=C(C(NC2=C3C=CC=NC3=C(C=C12)C1CN(CC1)C(=O)OC(C)(C)C)=O)NC(=O)OC(C)(C)C